(naphthyldimethylfluorenyl)(spirobifluorenyl)amine C1(=CC=CC2=CC=CC=C12)C1=C(C(=C(C=2CC3=CC=CC=C3C12)NC=1C2(C3=CC4=CC=CC=C4C3=CC1)C=CC=C1C3=CC=CC=C3C=C12)C)C